COC=1C=C(C=CC1OC)NC(CN1C(NC(C(=C1)F)=O)=O)=O N-(3,4-dimethoxyphenyl)-2-(5-fluoro-2,4-dioxo-3,4-dihydro-pyrimidine-1(2H)-yl)acetamide